FC1=CC(=C(C=C1C1CCNCC1)NC(=O)C1=CNC(C=C1C(F)(F)F)=O)N1C[C@H](N([C@H](C1)C)C)C N-[4-fluoro-5-piperidin-4-yl-2-[(3R,5S)-3,4,5-trimethylpiperazin-1-yl]phenyl]-6-oxo-4-(trifluoromethyl)-1H-pyridine-3-carboxamide